COC[C@H](C)NC=1N=CC2=C(N1)NC=C2C=2C=C1N=CC=NC1=CC2 (S)-N-(1-methoxypropan-2-yl)-5-(quinoxalin-6-yl)-7H-pyrrolo[2,3-d]pyrimidin-2-amine